BrCC1=C(C=CC=C1)C1=C(C=CC=C1)C#N bromomethyl-2'-cyanobiphenyl